NCCNCCC[Si](OC(C)C)(OC(C)C)C N-(2-aminoethyl)-3-aminopropylmethyldiisopropyloxysilane